glycerin Potassium hydroxide [OH-].[K+].OCC(O)CO